O1C(=C(C=C1)C(=O)N)C(=O)N furandiformyl-diamine